α-D-Glucosamin O[C@@H]1[C@H](N)[C@@H](O)[C@H](O)[C@H](O1)CO